(7R)-2-{2-[1-(Cyclopropylmethyl)-6-(1H-indazol-6-yl)-1H-indol-2-yl]-3-methylpyrazolo[1,5-a]pyridine-6-carbonyl}-2-azabicyclo[2.2.1]heptan-7-amine C1(CC1)CN1C(=CC2=CC=C(C=C12)C1=CC=C2C=NNC2=C1)C1=NN2C(C=CC(=C2)C(=O)N2C3CCC(C2)[C@H]3N)=C1C